rac-(1S*,2S*)-2-(5-chloro-1H-indazol-3-yl)cyclopropane-1-carboxylic acid ClC=1C=C2C(=NNC2=CC1)[C@@H]1[C@H](C1)C(=O)O |r|